Cl.C(C)(C)(C)C1=NOC(=N1)C(=O)NCC1=C(C=C(C=C1)C1=C(C=NC=C1N1CCNCC1)F)C 3-(tert-butyl)-N-(4-(3-fluoro-5-(piperazin-1-yl)pyridin-4-yl)-2-methylbenzyl)-1,2,4-oxadiazole-5-carboxamide hydrochloride